ClC1=C(C(=C(C=C1OC)OC)Cl)C1CCC=2C(=NN(C2C1)CC1=CC=C(C=C1)OC)C(=O)O 6-(2,6-dichloro-3,5-dimethoxyphenyl)-1-(4-methoxybenzyl)-4,5,6,7-tetrahydro-1H-indazole-3-carboxylic acid